C(#N)C1=CC=2N(N=C1)C(=CC2)C2=CC(=C(C=N2)C2=NN=C(S2)C21CCC(CC2)(CC1)NC(=O)C1CCN(CC1)C)NC(C)C N-(4-(5-(6-(3-cyanopyrrolo[1,2-b]pyridazin-7-yl)-4-(isopropylamino)pyridin-3-yl)-1,3,4-thiadiazol-2-yl)bicyclo[2.2.2]octan-1-yl)-1-methylpiperidine-4-carboxamide